C(CC1=CC=CC=C1)C1(CCN(CC1)CC1=CC=C(C=C1)NC(C)=O)COC1=NC=CC=C1 N-(4-((4-phenethyl-4-((pyridin-2-yloxy)methyl)piperidin-1-yl)methyl)phenyl)acetamide